ClC=1C(N(C=CC1)C=1C=NC(=CC1)N[C@@H]1C[C@H](CC1)NC=1N=NC(=CN1)C1CC1)=O 3-Chloro-6'-(((1S,3S)-3-((6-cyclopropyl-1,2,4-triazin-3-yl)amino)cyclopentyl)amino)-2H-[1,3'-bipyridin]-2-one